[Cl-].[Cl-].[Cl-].[Cd+2].C[N+](CF)(C)C trimethylfluoromethylammonium cadmium trichloride